[Na+].OCC(P([O-])([O-])=O)P([O-])([O-])=O.[Na+].[Na+].[Na+] hydroxyethylidenebisphosphonic acid sodium salt